OC=1N=CC=C2C1N(C=C2C=2N(C1=CC=CC(=C1C2)NC(C(C)C)=O)[C@@H](C2CCOCC2)C2=CC=CC=C2)C (S)-N-(2-(7-hydroxy-1-methyl-1H-pyrrolo[2,3-c]pyridin-3-yl)-1-(phenyl(tetrahydro-2H-pyran-4-yl)methyl)-1H-indol-4-yl)isobutyramide